Ethyl (R)-2-amino-5-(2-((6-amino-9H-purin-9-yl)methyl)-3,5-dichlorophenoxy)pentanoate N[C@@H](C(=O)OCC)CCCOC1=C(C(=CC(=C1)Cl)Cl)CN1C2=NC=NC(=C2N=C1)N